6-cyano-3-(4-fluoro-2-methyl-phenoxy)-5-methyl-[3-(methylsulfonimidoyl)phenyl]pyridazine-4-carboxamide C(#N)C1=C(C(=C(N=N1)OC1=C(C=C(C=C1)F)C)C(=O)NC1=CC(=CC=C1)S(=O)(=N)C)C